methyl 2-((furan-2-ylmethyl)sulfonyl)acetate O1C(=CC=C1)CS(=O)(=O)CC(=O)OC